tert-butyl (S)-4-(2-chloro-8-fluoro-7-(7-fluoro-8-((triisopropyl silyl)ethynyl)naphth-1-yl)quinazolin-4-yl)-2-(cyanomethyl)piperazine-1-carboxylate ClC1=NC2=C(C(=CC=C2C(=N1)N1C[C@@H](N(CC1)C(=O)OC(C)(C)C)CC#N)C1=CC=CC2=CC=C(C(=C12)C#C[Si](C(C)C)(C(C)C)C(C)C)F)F